4-(5-(3-ethoxy-4-methoxyphenyl)pyridin-3-yl)-1,2-oxaborolan-2-ol C(C)OC=1C=C(C=CC1OC)C=1C=C(C=NC1)C1CB(OC1)O